FC=1C=C(C=CC1N1CCNCC1)N[C@@H]1C(NC(CC1)=O)=O (S)-3-((3-fluoro-4-(piperazin-1-yl)phenyl)amino)piperidine-2,6-dione